C(C)OC1CN(C1)C1C([C@@H]2CC[C@H]1C2)OC=2C=C1CN(C(C1=CC2)=O)C2C(NC(CC2)=O)=O 3-(5-(((1r,4s)-3-(3-ethoxyazetidin-1-yl)bicyclo[2.2.1]hept-2-yl)oxy)-1-oxoisoindolin-2-yl)piperidine-2,6-dione